CON(OC)C1=CC=CC=C1 N,N-dimethoxyphenylamine